6-Oxopiperidine-3-carboxylic Acid O=C1CCC(CN1)C(=O)O